C1(=CC=CC=C1)C1=N\C(\NC(=N1)C1=CC=CC=C1)=C/1\C=CC(=CC1=O)OCCCCCC (6Z)-6-(4,6-diphenyl-1H-1,3,5-triazin-2-ylidene)-3-hexoxycyclohexa-2,4-dien-1-one